COC1=CC=C(C=C1)N1C(CNC(C1)=O)=O 1-(4-methoxyphenyl)piperazine-2,5-dione